2-(1-(1H-imidazole-1-carbonyl)piperidin-4-ylidene)-2-(4-(trifluoro-methoxy)phenyl)acetonitrile N1(C=NC=C1)C(=O)N1CCC(CC1)=C(C#N)C1=CC=C(C=C1)OC(F)(F)F